(E)-N2-{[2-hydroxy-3-(prop-2-en-1-yl)phenyl]methylidene}-L-arginine OC1=C(C=CC=C1CC=C)C=N[C@@H](CCCN\C(\N)=N\[H])C(=O)O